C(N)(=O)C1=CC(=C(OCC=2C3=C(SC2C(=O)O)C=CC=C3Cl)C(=C1)F)F (4-carbamoyl-2,6-difluorophenoxy)methyl-4-chlorobenzo[b]thiophene-2-carboxylic acid